METHYL-TRIEThOXYLSILANE C[Si](OCC)(OCC)OCC